C(C)(=O)OCC=CBr 3-bromoallyl acetate